(6R,7R)-7-[2-carboxy-2-(4-hydroxyphenyl)acetamido]-7-methoxy-3-[(1H-tetrazole-5-yl-thio)methyl]-8-oxo-5-oxa-1-azabicyclo[4.2.0]oct-2-ene-2-carboxylic acid disodium salt [Na+].[Na+].C(=O)([O-])C(C(=O)N[C@]1([C@H]2OCC(=C(N2C1=O)C(=O)[O-])CSC1=NN=NN1)OC)C1=CC=C(C=C1)O